2-[(4,4-difluorocyclohexyl)methyl]-4,5-dimethyl-N-(3-sulfamoylphenyl)pyrazole FC1(CCC(CC1)CN1N(C(=C(C1)C)C)C1=CC(=CC=C1)S(N)(=O)=O)F